4-[[3-(2,3-Difluoro-4-methoxy-phenyl)imidazo[1,2-a]pyrazin-8-yl]amino]-2-ethyl-N-[[1-methyl-1-(pyrrolidin-2-ylmethyl)piperidin-1-ium-4-yl]methyl]benzamide 2,2,2-trifluoroacetate FC(C(=O)[O-])(F)F.FC1=C(C=CC(=C1F)OC)C1=CN=C2N1C=CN=C2NC2=CC(=C(C(=O)NCC1CC[N+](CC1)(CC1NCCC1)C)C=C2)CC